CC1=NN(C(=C1)C)C=1C=CC(N(N1)CC1CN(C1)C1=NC=C(C=N1)F)=O 6-(3,5-dimethylpyrazol-1-yl)-2-[[1-(5-fluoropyrimidin-2-yl)azetidin-3-yl]methyl]pyridazin-3-one